FC(C=1C=NC(=NC1)N1CCNC2(CC2)C1)(F)F 7-(5-(trifluoromethyl)pyrimidin-2-yl)-4,7-diazaspiro[2.5]octane